O=C(C[C@@H]1CN(CCC1)C(=O)OC(C)(C)C)N[C@@H](CC1=CC=CC=C1)B1O[C@@]2([C@H](O1)C[C@H]1C([C@@H]2C1)(C)C)C tert-butyl (R)-3-(2-oxo-2-(((R)-2-phenyl-1-((3aS,4S,6S,7aR)-3a,5,5-trimethylhexahydro-4,6-methanobenzo[d][1,3,2]dioxaborol-2-yl)ethyl)amino)ethyl)piperidine-1-carboxylate